CC1=NN(C(=C1S(=O)(=O)C1=CC=C(C)C=C1)C1=CC=C(C=C1)C)S(=O)(=O)C1=CC=C(C)C=C1 3-methyl-5-(p-tolyl)-1,4-di-p-toluenesulfonyl-1H-pyrazole